ClC=1C(=CC(=NC1)N1CC2(CCC1)CCOCC2)N 5-chloro-2-(9-oxa-2-azaspiro[5.5]undecan-2-yl)pyridin-4-amine